C(C)C1OC=2CCCC(C2C(C1C)CC)=O 2,4-diethyl-3-methyl-2,3,4,6,7,8-hexahydro-5H-chromen-5-one